(S)-N-(4-(6-methoxy-7-(piperidin-3-ylmethoxy)quinazolin-4-yl)phenyl)-2-(4-(trifluoromethyl)phenyl)acetamide COC=1C=C2C(=NC=NC2=CC1OC[C@@H]1CNCCC1)C1=CC=C(C=C1)NC(CC1=CC=C(C=C1)C(F)(F)F)=O